4,4'-dihydroxy-2,2'-diphenyl-3,3'-biphenanthrene OC1=C(C(=CC=2C=CC3=CC=CC=C3C12)C1=CC=CC=C1)C=1C(=CC=2C=CC3=CC=CC=C3C2C1O)C1=CC=CC=C1